2-(((9H-fluoren-9-yl)methoxy)carbonyl)-N6-(diphenyl(m-tolyl)methyl)-L-lysine tert-butyl ester C(C)(C)(C)OC([C@@](N)(CCCCNC(C=1C=C(C=CC1)C)(C1=CC=CC=C1)C1=CC=CC=C1)C(=O)OCC1C2=CC=CC=C2C=2C=CC=CC12)=O